3-{5-[4-(2-{4-[4-(6-hydroxy-4-oxoquinazolin-3-yl)phenyl]piperazin-1-yl}ethyl)piperazin-1-yl]-1-oxo-3H-isoindol-2-yl}piperidine-2,6-dione OC=1C=C2C(N(C=NC2=CC1)C1=CC=C(C=C1)N1CCN(CC1)CCN1CCN(CC1)C=1C=C2CN(C(C2=CC1)=O)C1C(NC(CC1)=O)=O)=O